C(N)(=O)OCC1=C(N2C([C@@]([C@@H]2SC1)(NC(CC=1SC=CC1)=O)OC)=O)C(=O)[O-].[Na+] sodium (6S,7R)-3-[(carbamoyloxy) methyl]-7-methoxy-8-oxo-7-[(thiophen-2-ylacetyl)amino]-5-thia-1-azabicyclo[4.2.0]oct-2-ene-2-carboxylate